N-ω-hydroxy-L-norarginine C(CN=C(N)NO)[C@@H](C(=O)O)N